NC1=NC=C(C=C1OC1C2C3=C(C1CC2)C=C(C=C3)OC=3C(=NC=C(C3)C)N)C 3,6-bis(2-amino-5-methyl-3-pyridyloxy)benzonorbornene